FC1=C(OC(C(=O)OCC)(C)C)C=CC(=C1)CN1CCN(CC1)C1=CC=C(C=C1)C(F)(F)F Ethyl 2-(2-fluoro-4-((4-(4-(trifluoromethyl) phenyl) piperazin-1-yl) methyl) phenoxy)-2-methylpropionate